FC1=C2C(=NN=C(C2=C(C(=C1F)F)F)C1=CC=CC=C1)C1=CC=CC=C1 5,6,7,8-tetrafluoro-1,4-diphenylphthalazine